1,3,5-tris(5-isocyanatopentyl)-1,3,5-triazine N(=C=O)CCCCCN1CN(CN(C1)CCCCCN=C=O)CCCCCN=C=O